FC=1C=NN(C1C1=CC(=CC=C1)OC=1C(=C2C=CNC2=CC1F)C)CC=1C=C(C=CC1)CCC(=O)OCC ethyl 3-(3-((4-fluoro-5-(3-((6-fluoro-4-methyl-1H-indol-5-yl)oxy)phenyl)-1H-pyrazol-1-yl)methyl)phenyl)propanoate